CC1=CC(=NO1)C(=O)NC1=C(C=C(C=C1)C1CCNCC1)C=1C=NC=NC1 5-methyl-N-(4-(piperidin-4-yl)-2-(pyrimidin-5-yl)phenyl)isoxazole-3-carboxamide